OCC1OCC(C(C1O)O)OC (hydroxymethyl)-5-methoxytetrahydro-2H-pyran-3,4-diol